C(C=C)(=O)N1[C@@H]([C@H](OCC1)C1=CC(=NC(=C1)Cl)C1=CC(=NC=N1)C(=O)NC)COC 6-(4-((2R,3R)-4-acryloyl-3-(methoxymethyl)morpholin-2-yl)-6-chloropyridin-2-yl)-N-methylpyrimidine-4-carboxamide